C(C)(C)(C)OC(NCC=1N=C(C2=C(N1)SC=N2)C21CC(C2)(C1)C(C)C)=O ((7-(3-Isopropylbicyclo[1.1.1]pentan-1-yl)thiazolo[5,4-d]pyrimidin-5-yl)methyl)carbamic acid tert-butyl ester